4-bromo-1-((1-(3-methoxypropyl)cyclohexyl)methyl)-5-methyl-1H-pyrazole BrC=1C=NN(C1C)CC1(CCCCC1)CCCOC